FC=1C(=CC=2N(C1)C=NN2)CCN2CC1(C2)CC(C1)OC1=C2C=CN(C(C2=C(C=C1)C)=O)C 5-[[2-[2-(6-Fluoro-[1,2,4]triazolo[4,3-a]pyridin-7-yl)ethyl]-2-azaspiro[3.3]heptan-6-yl]oxy]-2,8-dimethyl-isoquinolin-1-one